(E)-1-(1,2-dibromovinyl)-4-methylbenzene Br\C(=C\Br)\C1=CC=C(C=C1)C